tert-butyl N-[(3S,5R)-1-benzyl-5-[tert-butyl (dimethyl) silyl] oxy-3-piperidyl]carbamate C(C1=CC=CC=C1)N1C[C@H](C[C@H](C1)O[Si](C)(C)C(C)(C)C)NC(OC(C)(C)C)=O